(1S)-3-(8-{[(3S,4R)-3-fluoro-1-methylpiperidin-4-yl]amino}-3-(2,2,2-trifluoroethyl)imidazo[1,2-a]pyridin-2-yl)-1-phenylprop-2-yn-1-ol F[C@H]1CN(CC[C@H]1NC=1C=2N(C=CC1)C(=C(N2)C#C[C@@H](O)C2=CC=CC=C2)CC(F)(F)F)C